7-methylbicyclo[2.2.1]Hept-2-ene CC1C2C=CC1CC2